3-(cyclohexyl-(hydroxy)methyl)-6-chloro-quinoxaline C1(CCCCC1)C(C=1C=NC2=CC=C(C=C2N1)Cl)O